(3aR,6aS)-2-benzyl-5-(4,6-dimethylpyrimidin-2-yl)tetrahydropyrrolo[3,4-c]pyrrole-1,3(2H,3aH)-dione C(C1=CC=CC=C1)N1C([C@@H]2CN(C[C@@H]2C1=O)C1=NC(=CC(=N1)C)C)=O